tert-butyl 3-formyl-1,9-diazatricyclo[6.3.1.04,12]dodeca-2,4(12),5,7-tetraene-9-carboxylate C(=O)C1=CN2CCN(C3=CC=CC1=C23)C(=O)OC(C)(C)C